methyl 2-ethyl-2'-oxo-2',3'-dihydro-1'h-[1,5'-bi-benzo[d]imidazole]-5-carboxylate C(C)C1=NC2=C(N1C1=CC3=C(NC(N3)=O)C=C1)C=CC(=C2)C(=O)OC